O=C1NC(CCC1N1C(C2=CC=C(C=C2C1=O)N1C2CN(CC1CC2)CC2CCN(CC2)CCOC2=CC=C(C=C2)C(=C(CC)C2=CC=CC=C2)C2=CC=C(C=C2)O)=O)=O 2-(2,6-dioxopiperidin-3-yl)-5-(3-((1-(2-(4-(1-(4-hydroxyphenyl)-2-phenylbut-1-en-1-yl)phenoxy)ethyl)piperidin-4-yl)methyl)-3,8-diazabicyclo[3.2.1]octan-8-yl)isoindoline-1,3-dione